N-phenyl-N-(2-(4-(2-(thiophen-2-yl)ethyl)piperazin-1-yl)ethyl)acetamide C1(=CC=CC=C1)N(C(C)=O)CCN1CCN(CC1)CCC=1SC=CC1